(4-{6-[(3-Aminophenyl)amino]-4-methyl-5-oxo-4,5-dihydropyrazin-2-yl}-2-{4,4-dimethyl-9-oxo-1,10-diazatricyclo[6.4.0.02,6]dodeca-2(6),7-dien-10-yl}pyridin-3-yl)methyl Acetate C(C)(=O)OCC=1C(=NC=CC1C=1N=C(C(N(C1)C)=O)NC1=CC(=CC=C1)N)N1C(C2=CC=3CC(CC3N2CC1)(C)C)=O